[Sn].[Au].[Ag] silver-gold-tin